2-((2-((4-(allyloxy)-3-methoxyphenyl)amino)-5-(trifluoromethyl)pyrimidin-4-yl)amino)-5-(but-3-en-1-yloxy)-N-methylbenzamide C(C=C)OC1=C(C=C(C=C1)NC1=NC=C(C(=N1)NC1=C(C(=O)NC)C=C(C=C1)OCCC=C)C(F)(F)F)OC